FC1=C(C=CC(=C1)F)C=1N=C2N(N=C(C=C2)C)C1C(=O)N[C@@H]1C(NC2=C(C(=N1)C1=CC=CC=C1)C=CC=C2F)=O 2-(2,4-Difluorophenyl)-N-[(3S)-9-fluoro-2-oxo-5-phenyl-1,3-dihydro-1,4-benzodiazepin-3-yl]-6-methylimidazo[1,2-b]pyridazine-3-carboxamide